1,3,7-triazaspiro[4.4]nonane-2,4-dione hydrochloride Cl.N1C(NC(C12CNCC2)=O)=O